CC1=C(C=C(C=2N(C(=NC21)N(C)C)COCC[Si](C)(C)C)C(=O)OC(C2=CC=C(C=C2)OCC=C)C2=C(C=C(C=C2C)[N+](=O)[O-])C)Br (2,6-dimethyl-4-nitrophenyl)(4-allyloxy-phenyl)methanol methyl-5-bromo-2-(dimethylamino)-1-((2-(trimethylsilyl)ethoxy)methyl)-1H-benzo[d]imidazole-7-carboxylate